methyl (R)-3-(((2R,3S)-3-(3,3-difluorobutyl)-2-fluoro-5-(4-fluorophenyl)-1,1-dioxido-7-(trifluoromethyl)-2,3,4,5-tetrahydrobenzo[b][1,4]thiazepin-8-yl)oxy)-2-methylpropanoate FC(CC[C@H]1CN(C2=C(S([C@H]1F)(=O)=O)C=C(C(=C2)C(F)(F)F)OC[C@H](C(=O)OC)C)C2=CC=C(C=C2)F)(C)F